N-{(2S,3R)-2-[(2,3'-difluoro[1,1'-biphenyl]-3-yl)methyl]-4,4-difluoro-1-[(2R)-oxolane-2-carbonyl]pyrrolidin-3-yl}ethane-sulfonamide FC1=C(C=CC=C1C[C@@H]1N(CC([C@@H]1NS(=O)(=O)CC)(F)F)C(=O)[C@@H]1OCCC1)C1=CC(=CC=C1)F